5-[(2R)-2-(methoxymethyl)pyrrolidin-1-yl]pyrazin-2-amine COC[C@@H]1N(CCC1)C=1N=CC(=NC1)N